ClC1=CC(=C(C=C1Cl)O)C(CC)N1CCC(CC1)CO 4,5-dichloro-2-[1-[4-(hydroxymethyl)piperidin-1-yl]propyl]phenol